(E)-4-{tert-butoxycarbonyl-[4-(3-chloro-10,11-dihydro-5H-dibenzo[b,f]azepin-5-yl)butylamino]}but-2-enamide C(C)(C)(C)OC(=O)N(C/C=C/C(=O)N)CCCCN1C2=C(CCC3=C1C=CC=C3)C=CC(=C2)Cl